ClC1=C(C=C(C=C1)F)C1(C(=CSC1CC1=CC=C(C=C1)OC)[N+](=O)[O-])O 4-(2-Chloro-5-fluorophenyl)-4-hydroxy-5-(4-methoxybenzyl)-3-nitro-4,5-dihydrothiophene